C(\C=C/C1=CC=CC=C1)=O cis-Cinnamaldehyde